C(C)(C)(C)OC(=O)N1[C@@H](C[C@H](C1)F)C(NC1C(C1)C1=C(C=CC=C1)Cl)=O (2S,4R)-2-((2-(2-chlorophenyl)cyclopropyl)carbamoyl)-4-fluoropyrrolidine-1-carboxylic acid tert-butyl ester